ClC=1C=C(C(N(C1)C1=C(C=CC=C1OC)OC)C1=CN=C2C(=N1)N(C=N2)C2=NC(=CC=C2)OCC)S(=O)(=O)N 5-Chloro-1-(2,6-dimethoxyphenyl)-2-(6-ethoxypyridin-2-yl-1H-imidazo[4,5-b]pyrazin-6-yl)pyridine-3-sulfonamide